4-(2,4-difluorophenoxy)piperidine hydrochloride Cl.FC1=C(OC2CCNCC2)C=CC(=C1)F